N-(1'-(2-(1,1-difluoroethyl)pyrimidin-4-yl)-1-methyl-1',2'-dihydrospiro[piperidine-4,3'-pyrrolo[3,2-c]pyridin]-6'-yl)acetamide trifluoroacetate FC(C(=O)O)(F)F.FC(C)(F)C1=NC=CC(=N1)N1CC2(C=3C=NC(=CC31)NC(C)=O)CCN(CC2)C